(2R)-3-[4-(3,6-dihydro-2H-pyran-4-yl) phenyl]Benzyl 2-hydroxypropionate O[C@@H](C(=O)OCC1=CC(=CC=C1)C1=CC=C(C=C1)C=1CCOCC1)C